NC=1C2=C(SC1C(=O)OCC)C=CC=C2C ethyl 3-amino-4-methylbenzo[b]thiophene-2-carboxylate